C12(CC3CC(CC(C1)C3)C2)P(CCCC)C23CC1CC(CC(C2)C1)C3 bis(1-adamantyl)-butyl-phosphine